2-(1-ethylpyrazol-3-yl)oxypyrimidin-5-amine C(C)N1N=C(C=C1)OC1=NC=C(C=N1)N